CN(SC=1SC2=C(N1)C=CC=C2)C N,N-dimethyl-2-benzothiazolyl-sulfenamide